7-(6-Nitro-3-pyridinyl)-4,7-diazaspiro[2.5]octane-4-carboxylic acid tert-butyl ester C(C)(C)(C)OC(=O)N1C2(CC2)CN(CC1)C=1C=NC(=CC1)[N+](=O)[O-]